2-(4-(5-bromo-1H-benzo[d]imidazol-1-yl)phenyl)acetic acid BrC1=CC2=C(N(C=N2)C2=CC=C(C=C2)CC(=O)O)C=C1